3-(6-chloropyridin-3-yl)-5-methylene-2-oxotetrahydro-2H-pyran-3-carboxylic acid methyl ester COC(=O)C1(C(OCC(C1)=C)=O)C=1C=NC(=CC1)Cl